CC1=C(C2=CC=CC=C2C=C1)[Pd-](Br)CCCC(C12CC3CC(CC(C1)C3)C2)C23CC1CC(CC(C2)C1)C3 Methylnaphthyl[bis(1-adamantyl)butyl]bromopalladium(II)